3-((2'-sulfonylureido-2-(ethoxymethyl)-[1,1'-biphenyl]-4-yl)methyl)-2-butyl-1,3-diazaspiro[4.4]non-1-en-4-one S(=O)(=O)=NC(NC1=C(C=CC=C1)C1=C(C=C(C=C1)CN1C(=NC2(C1=O)CCCC2)CCCC)COCC)=O